FC=1C(=NC(=C(C(=O)NC=2C(=NC(=CC2)OC)C)C1)NC1=C(C=C(C=C1)F)C)C 5-fluoro-2-((4-fluoro-2-methylphenyl)-amino)-N-(6-methoxy-2-methylpyridin-3-yl)-6-methylnicotinamide